C(\C=C/C(=O)O)(=O)O.O1CCN(CC1)C=1C(=NSN1)SCC(C)O 3-((4-morpholino-1,2,5-thiadiazol-3-yl)thio)propan-2-ol maleate